Cl.[C@H]12CNC[C@H](CC1)N2C2=NC(=C(C=1CN(CCC21)C2=CC=CC1=CC=CC(=C21)C#C)C#N)OC[C@H]2N(CCC2)C 1-((1r,5S)-3,8-diazabicyclo[3.2.1]oct-8-yl)-6-(8-ethynylnaphthalen-1-yl)-3-(((S)-1-methylpyrrolidin-2-yl)methoxy)-5,6,7,8-tetrahydro-2,6-naphthyridine-4-carbonitrile hydrochloride